C(CCCCCCC=C)C1=CC(=C(C(=C1)C(C)C)O)C(C)C 4-(8-nonenyl)-2,6-diisopropylphenol